13-methylheptadecanyl-succinic anhydride CC(CCCCCCCCCCCCC1C(=O)OC(C1)=O)CCCC